ClC1=NC=C(C(=N1)C1=CC2=C(C3(CCCCN3C2=O)C)S1)F 2-(2-chloro-5-fluoropyrimidin-4-yl)-9a-methyl-7,8,9,9a-tetrahydro-thieno[2,3-a]indolizin-4(6H)-one